C(C)(C)(C)C1=NC(=NO1)C1=CC=C(CNC(=O)C2=CC(=NN2C)CC(C)C)C=C1 N-(4-(5-(tert-Butyl)-1,2,4-oxadiazol-3-yl)benzyl)-3-isobutyl-1-methyl-1H-pyrazole-5-carboxamide